FC1=C(C=CC(=C1)F)S(=O)(=O)N(C)C=1C(=NC=C(C1)C=1C=C2C(=NC=NC2=CC1)N1CCN(CC1)C(C=CC(CCC)=O)=O)OC 2,4-difluoro-N-(2-methoxy-5-(4-(4-(4-oxohept-2-enoyl)piperazin-1-yl)quinazolin-6-yl)pyridin-3-yl)-N-methylbenzenesulfonamide